CC1=NN=C(O1)COC1=CC=C(C=C1)C=1N=CN(C1)C(=O)NCC1CN(CC1)C1=CC=CC=C1 4-(4-((5-methyl-1,3,4-oxadiazol-2-yl)methoxy)phenyl)-N-((1-phenylpyrrolidin-3-yl)methyl)-1H-imidazole-1-carboxamide